O1C(=CC=C1)C1=CC=C(CNC(=O)[C@@H]2N([C@@H](CN(C2)CC=2C=CC=C3C=CC=NC23)C)C(C(C)C)=O)C=C1 cis-N-(4-(furan-2-yl)benzyl)-1-isobutyryl-6-methyl-4-(quinolin-8-ylmethyl)piperazine-2-carboxamide